N-(2-methylquinoline-5-sulfonyl)oxolane-2-carboxamide CC1=NC=2C=CC=C(C2C=C1)S(=O)(=O)NC(=O)C1OCCC1